6-(difluoromethyl)-4-((2S,5R)-5-ethyl-2-methyl-4-(1-(4-(trifluoromethyl)phenyl)ethyl)piperazin-1-yl)-1-methylpyrido[3,2-d]pyrimidin-2(1H)-one FC(C=1C=CC=2N(C(N=C(C2N1)N1[C@H](CN([C@@H](C1)CC)C(C)C1=CC=C(C=C1)C(F)(F)F)C)=O)C)F